FC=1C(=NC(=NC1)NC1=CC=C(C=C1)OCCOC)NC=1C=C(C=CC1)NC(C=C)=O N-[3-[[5-fluoro-2-[4-(2-methoxyethoxy)anilino]pyrimidin-4-yl]amino]phenyl]prop-2-enamide